C(C)(C)(C)C=1C=C(C=CC1)NC(O)=O (3-(tert-butyl)phenyl)carbamic acid